BrC=1C=NC(=NC1)C1(C=NOC=C1)O 4-(5-bromopyrimidin-2-yl)oxazin-4-ol